N1C=NC2=C1C=CC(=C2)N2C(NC(C2C2=C(C=CC(=C2)F)Br)=O)=O 1-(1H-Benzo[d]imidazol-5-yl)-5-(2-bromo-5-fluorophenyl)imidazolidin-2,4-dione